N-(1-(4-(3-(difluoromethoxy)-5-fluorobenzyl)pyridin-2-yl)-4,5,6,7-tetrahydro-1H-benzo[d][1,2,3]triazol-4-yl)acetamide FC(OC=1C=C(CC2=CC(=NC=C2)N2N=NC3=C2CCCC3NC(C)=O)C=C(C1)F)F